5-(1-adamantaneamido)isophthalic acid C12(CC3CC(CC(C1)C3)C2)C(=O)NC=2C=C(C=C(C(=O)O)C2)C(=O)O